ClC=1C(=C(C=C(C1)F)[C@H](C)NCCNC(C(=O)OC)(C)C)COC1=CC=C(C=C1)OC (S)-methyl 2-(2-(1-(3-chloro-5-fluoro-2-((4-methoxyphenoxy)methyl)phenyl)ethylamino) ethylamino)-2-methylpropanoate